3-chloro-6-methoxy-1,2-benzothiazole-1,1-dioxide ClC1=NS(C2=C1C=CC(=C2)OC)(=O)=O